CN1N=C(C2=CC(=CC=C12)CN(CCC1=CC=C(C=C1)NC(=O)C1=C(C=C(C(=C1)OC)OC)NC(=O)C=1OC2=CC=CC=C2C(C1)=O)CC=1C=NC=C(C1)O)C N-(2-((4-(2-(((1,3-Dimethyl-1H-indazol-5-yl)methyl)((5-hydroxypyridin-3-yl)methyl)amino)ethyl)phenyl)carbamoyl)-4,5-dimethoxyphenyl)-4-oxo-4H-chromene-2-carboxamide